CC=1N=C2N(N=CC(=C2)C)C1C(=O)N1[C@H](C=2C(CC1)=C(N(N2)C)C2=CC(=C(C(=C2)F)F)F)C (2,7-dimethylimidazo[1,2-b]pyridazin-3-yl)-[(7S)-2,7-dimethyl-3-(3,4,5-trifluorophenyl)-5,7-dihydro-4H-pyrazolo[3,4-c]pyridin-6-yl]methanone